C1(=CC=CC=C1)C=1C(=CC2=C(C3=C(O2)C=C2C=C4C(OC5=C4C=CC(=C5)NC5=CC=4N(C6=CC=CC=C6C4C=C5)C5=CC=CC=C5)=CC2=C3)C1C1=CC=CC=C1)NC1=CC=3N(C2=CC=CC=C2C3C=C1)C1=CC=CC=C1 diphenyl-N,N'-bis[(9-phenyl-9H-carbazol-2-yl)]naphtho[2,3-b:6,7-b']bisbenzofuran-3,10-diamine